FC(C(=O)O)(F)F.C1N(CC12CNC2)C2=CC=C(C=C2)C2=CC(=C1CN(C(C1=C2)=O)C(C(=O)NC=2SC=CN2)C2=C1N(C=N2)CCC1)F 2-[6-[4-(2,6-Diazaspiro[3.3]heptan-2-yl)phenyl]-4-fluoro-1-oxo-isoindolin-2-yl]-2-(6,7-dihydro-5H-pyrrolo[1,2-c]imidazol-1-yl)-N-thiazol-2-yl-acetamide, trifluoroacetic acid salt